C(C)(C)(C)N1CC(CC1)OC1=NC=C(N=C1CC)Br tert-butyl-3-[(5-bromo-3-ethylpyrazin-2-yl)oxy]pyrrolidine